1-ethyl-3-(4-(methoxycarbonyl)phenyl)cycloheptane-1-carboxylic acid C(C)C1(CC(CCCC1)C1=CC=C(C=C1)C(=O)OC)C(=O)O